OP(O)(=O)OP(=O)(O)OP(=O)(O)O.F[C@@]1([C@@H](O[C@@H]([C@H]1O)C)N1C(=O)N=C(N)C=C1)O 2'-fluoro-5'-deoxycytidine-triphosphate